The molecule is a monosaccharide derivative that is the 4-O-acetyl-2,3-di-O-methyl derivative of alpha-L-fucopyranose. It has a role as an epitope. It derives from an alpha-L-fucose. C[C@H]1[C@H]([C@H]([C@@H]([C@@H](O1)O)OC)OC)OC(=O)C